1-cyclohexyl-3-(2-morpholinylethyl)carbodiimide C1(CCCCC1)N=C=NCCN1CCOCC1